6-chloro-7-fluoro-1-(pyridin-3-yl)-1H-indole ClC1=CC=C2C=CN(C2=C1F)C=1C=NC=CC1